(2-((4-(dimethylamino)benzyl)amino)-5-fluorophenyl)(4-((5-(4-(dimethylamino)phenyl)pyridin-2-yl)oxy)piperidin-1-yl)methanone CN(C1=CC=C(CNC2=C(C=C(C=C2)F)C(=O)N2CCC(CC2)OC2=NC=C(C=C2)C2=CC=C(C=C2)N(C)C)C=C1)C